Cl.N[C@H](C(=O)OCC(F)(F)F)CCC1=CC=C(C=C1)Cl 2,2,2-Trifluoroethyl (S)-2-amino-4-(4-chlorophenyl)butanoate hydrochloride